[C@@H]12CN(CC(CC1)N2)C=2C1=C(N=C(N2)OCC2(CC2)CN2CCOCC2)C(=C(N=C1)C1=CC(=CC2=CC=C(C(=C12)CC)F)O)F (S)-4-((1-(((4-(3,8-diazabicyclo[3.2.1]Octan-3-yl)-7-(8-ethyl-7-Fluoro-3-hydroxynaphthalen-1-yl)-8-fluoropyrido[4,3-d]pyrimidin-2-yl)oxy)methyl)cyclopropyl)methyl)morpholine